C(C)(C)(C)OC(C1=CC=C(C=C1)NC([C@H](CC1=CC=C(C=C1)C=1OC=CC1)N)=O)=O (S)-4-(2-amino-3-(4-(furan-2-yl)phenyl)propionamido)benzoic acid tert-butyl ester